C(=O)(OC1CCC(CC1)C(C)(C)C)OOC(=O)[O-] (4-tertiary butyl cyclohexyl) peroxydicarbonate